CN(C1CNC1)C 3-(dimethylamino)azetidine